10-nitro-3-(propan-2-yl)-5,6-dihydropyrido[3,2-f][1,2,4]triazolo[4,3-d][1,4]oxazepine [N+](=O)([O-])C1=CC=2C=3N(CCOC2N=C1)C(=NN3)C(C)C